5-tert-butoxycarbonyl-3-fluoro-4,6,7,8-tetrahydropyrazolo[1,5-a][1,4]diazepine-2-carboxylic acid C(C)(C)(C)OC(=O)N1CC=2N(CCC1)N=C(C2F)C(=O)O